2-(4-((6-methyl-5-nitropyridin-2-yl)oxy)phenyl)thiazole CC1=C(C=CC(=N1)OC1=CC=C(C=C1)C=1SC=CN1)[N+](=O)[O-]